C1(CC1)C1=CC(=NN1)NC1=NC(=NC2=CC=CC=C12)NC1=CC=C(C(=O)NCCNC(OC(C)(C)C)=O)C=C1 tert-butyl (2-(4-((4-((5-cyclopropyl-1H-pyrazol-3-yl)amino)quinazolin-2-yl)amino)benzamido)ethyl)carbamate